FC(C(=O)O)(F)F.CC=1N=C2N(N=C(C=C2C)NC(=O)N2CCC=3C2=NC=CC3N3CCN(C2(CC2)C3)C(=O)OC(C)(C)C)C1 tert-butyl 7-(1-((2,8-dimethylimidazo[1,2-b]pyridazin-6-yl)carbamoyl)-2,3-dihydro-1H-pyrrolo[2,3-b]pyridin-4-yl)-4,7-diazaspiro[2.5]octane-4-carboxylate 2,2,2-trifluoroacetate